FC=1C=C(C=C2C=NC(=NC12)C1(CCOCC1)O)CN1C[C@H]([C@@H](C1)COC)OC=1C=C2CN(C(C2=CC1)=O)[C@@H]1C(NC(CC1)=O)=O (3S)-3-(5-{[(3S,4S)-1-{[8-fluoro-2-(4-hydroxyoxan-4-yl)quinazolin-6-yl]methyl}-4-(methoxymethyl)pyrrolidin-3-yl]oxy}-1-oxo-2,3-dihydro-1H-isoindol-2-yl)piperidine-2,6-dione